FC=1C=C2CCO[C@@H](C2=CC1)[C@H]1NCCC1 (S)-2-((S)-6-fluoroisochroman-1-yl)pyrrolidine